2-((S)-4-((S)-4-chloro-2'-((tetrahydro-1H-pyrrolizin-7a(5H)-yl)methoxy)-5',8'-dihydro-6'H-spiro[indene-1,7'-quinazolin]-4'-yl)-1-(2-fluoroacryloyl)piperazin-2-yl)acetonitrile ClC1=C2C=C[C@@]3(CCC=4C(=NC(=NC4C3)OCC34CCCN4CCC3)N3C[C@@H](N(CC3)C(C(=C)F)=O)CC#N)C2=CC=C1